(R)-N-((S)-(3-chloro-2,4-difluorophenyl)-(trans-2-(trifluoromethyl)cyclopropyl)methyl)-2-methylpropane-2-sulfinamide ClC=1C(=C(C=CC1F)[C@@H](N[S@](=O)C(C)(C)C)[C@H]1[C@@H](C1)C(F)(F)F)F